C(#N)C1=C(C=C(C=C1)N1CCC(CC1)C(=O)NC1=NC=C(C=C1)I)C(F)(F)F 1-(4-cyano-3-(trifluoromethyl)phenyl)-N-(5-iodopyridin-2-yl)piperidine-4-carboxamide